2-[2-(2-Methoxyethoxy)-ethoxy]-ethylamin COCCOCCOCCN